(5-(5-chloro-1H-indol-2-yl)-1,3,4-oxadiazol-2-yl)cyclohexane-1-amine ClC=1C=C2C=C(NC2=CC1)C1=NN=C(O1)C1(CCCCC1)N